methyl 2-methyl-4-(3-(trifluoromethoxy) pyridin-2-yl)-1H-pyrrole-3-carboxylate CC=1NC=C(C1C(=O)OC)C1=NC=CC=C1OC(F)(F)F